trans-tert-butyl (4-(4-(2-fluoro-4-nitrophenyl)-3,6-dihydropyridin-1(2H)-yl)cyclohexyl)carbamate FC1=C(C=CC(=C1)[N+](=O)[O-])C=1CCN(CC1)[C@@H]1CC[C@H](CC1)NC(OC(C)(C)C)=O